[3-(4-Fluoro-phenyl)-8-methoxy-imidazo[1,5-a]pyrazin-6-yl]-methanol FC1=CC=C(C=C1)C1=NC=C2N1C=C(N=C2OC)CO